Methyl 1-(3,3,3-trifluoropropyl)-1H-1,2,3-triazole-5-carboxylate FC(CCN1N=NC=C1C(=O)OC)(F)F